C(C)(C)(C)OC(N(CCCCCCCC#C)C)=O methyl-(non-8-yn-1-yl)carbamic acid tert-butyl ester